NC1=NC=CC=C1C1=NC=2C(=NC(=CC2)N2N=CC=C2)N1C=1C=C2CCC(C2=CC1)C(=O)O 5-[2-(2-aminopyridin-3-yl)-5-(pyrazol-1-yl)imidazo[4,5-b]pyridin-3-yl]-2,3-dihydro-1H-indene-1-carboxylic acid